CN(C)CC1=C(C=CC=C1)C1=CC=C(S1)C(C)NC1=NC(=NC2=CC=C(C=C12)NS(=O)(=O)C)C N-(4-{[1-(5-{2-[(dimethylamino)methyl]phenyl}thiophen-2-yl)ethyl]amino}-2-methylquinazolin-6-yl)methanesulfonamide